4-thiapentalene C1=CC=C2SCC=C12